CS(=O)(=O)OCOC(=O)N1CCCCC1 (((methylsulfonyl)oxy)methyl)piperidine-1-carboxylate